Benzyl-dimethyl-phenyl-ammonium iodide [I-].C(C1=CC=CC=C1)[N+](C1=CC=CC=C1)(C)C